O=C1NC(CCC1C1=NN(C2=CC(=CC=C12)N1C[C@H](CC1)CN1CCN(CC1)C(=O)OC(C)(C)C)C)=O tert-butyl 4-(((3R)-1-(3-(2,6-dioxopiperidin-3-yl)-1-methyl-1H-indazol-6-yl)pyrrolidin-3-yl)methyl)piperazine-1-carboxylate